C(C)(C)(C)[Si](C)(C)OCC[C@@H]1OC(O[C@H]1C1=CC=CC=C1)(C)C tert-butyl-(2-((4S,5S)-5-phenyl-2,2-dimethyl-1,3-dioxolan-4-yl)ethoxy)dimethylsilane